C1(=CC=CC=C1)NC(C1=CC=CC=C1)=NC1=CC=CC=C1 N,N'-diphenylbenzamidine